3-(2-Aminoethoxy)-N-(4-(trifluoromethyl)phenyl)pyrazin-2-amine NCCOC=1C(=NC=CN1)NC1=CC=C(C=C1)C(F)(F)F